CO[C@@H]1CC[C@@]2(C3CC[C@@]4([C@H](CC[C@H]4C3CC[C@H]2C1)[C@H]1CC(NC1)(C)C)C)C (4R)-4-((3R,5S,10S,13S,14S,17R)-3-methoxy-10,13-dimethylhexadecahydro-1H-cyclopenta[a]phenanthren-17-yl)-2,2-dimethylpyrrolidine